C(C)(C)(C)NC(NC=1C=C2CCC(N(C2=CC1)CC1=CC(=CC=C1)F)=O)=O 3-tert-butyl-1-{1-[(3-fluorophenyl)methyl]-2-oxo-3,4-dihydroquinolin-6-yl}urea